COC1=CC=C(C=C1)C1=NC=CC=C1N 2-(4-methoxyphenyl)pyridin-3-amine